tert-butyl 11,11-difluoro-3,9-diazaspiro[5.5]undecane-3-carboxylate FC1(CNCCC12CCN(CC2)C(=O)OC(C)(C)C)F